C1(=CC=CC=C1)N1C2=NCCCN2CCC1 7-phenyl-1,5,7-triazabicyclo-[4.4.0]-dec-5-ene